C(C)(=O)OCCCCCCCC=CCCC 8-dodecenyl acetate